(4-(1-(5-heptyl-2-hydroxyphenyl)ethyl)phenyl)dioctylphosphine oxide C(CCCCCC)C=1C=CC(=C(C1)C(C)C1=CC=C(C=C1)P(CCCCCCCC)(CCCCCCCC)=O)O